C(CN1C(=NC2=C1C=CC(=C2OC)C(N)=O)C2=C(C(=O)O)C=CC(=C2F)Cl)N2C(=NC1=C2C=CC(=C1OC)C(N)=O)C1=C(C(=O)O)C=CC(=C1F)Cl 12-2,2'-(ethane-1,2-diylbis(5-carbamoyl-4-methoxy-1H-benzo[d]imidazole-1,2-diyl))bis(4-chloro-3-fluorobenzoic acid)